NC=1C=C(C([C@@H](C1)C(C(C)(O)C)(F)F)(F)F)C(C)NC1=NC(=NC2=CC(=C(C=C12)OCCOC)OC)C (R)-1-(5-amino-2-fluoro-3-(1-((7-methoxy-6-(2-methoxyethoxy)-2-methylquinazolin-4-yl)amino)ethyl)-2-fluorophenyl)-1,1-difluoro-2-methylpropan-2-ol